C12N(CC(C1)C2)C=2C=1N(C=NC2C=2C=NN(C2)C(C)OCC)N=C(N1)N[C@@H]1[C@@H](COCC1)F 8-(2-azabicyclo[2.1.1]hexan-2-yl)-7-(1-(1-ethoxyethyl)-1H-pyrazol-4-yl)-N-((3S,4S)-3-fluorotetrahydro-2H-pyran-4-yl)-[1,2,4]triazolo[1,5-c]pyrimidin-2-amine